ClC1=CC(=C(C=C1)C1=CC(=NC(=N1)C=1C=NC=CC1)N1C[C@H](CC1)O)O (S)-1-(6-(4-chloro-2-hydroxyphenyl)-2-(pyridin-3-yl)pyrimidin-4-yl)pyrrolidin-3-ol